1-[(3R)-4-[6-(2-aminoethoxy)-2'-ethoxy-[2,3'-bipyridin]-5-yl]-3-ethylpiperazine-1-carbonyl]-2,3-dihydro-1H-indole-7-carbonitrile NCCOC1=C(C=CC(=N1)C=1C(=NC=CC1)OCC)N1[C@@H](CN(CC1)C(=O)N1CCC2=CC=CC(=C12)C#N)CC